C(C)[N+](CCCCCCCCCCCCCC[N+](C)(C)CC)(C)C tetradecamethylenebis(ethyldimethylammonium)